C(CCC)OP1(OC2=CC=CC=C2C=2C=CC=CC12)=O 9-oxa-10-butoxy-10-phosphaphenanthrene-10-oxide